Cl.CC1(COC1)N 3-Methyl-3-oxetanamine-HCl